ClC1=CC=C(C=C1)C(\C=C\C1=CC(=CC=C1)OC)=O (E)-1-(4-chlorophenyl)-3-(3-methoxyphenyl)prop-2-en-1-one